Vinyl-lysine C(=C)N[C@@H](CCCCN)C(=O)O